N,N'-bis(trifluoromethanesulfonyl)-1,2-diphenylethylenediamine FC(S(=O)(=O)NC(C(NS(=O)(=O)C(F)(F)F)C1=CC=CC=C1)C1=CC=CC=C1)(F)F